CC1=NC2=CC=CC=C2C(=N1)N1CCC2=CC=C(C=C12)NC1=CC=CC=C1 [1-(2-methylquinazolin-4-yl)-2,3-dihydro-1H-indol-6-yl]aniline